C(C)(C)(C)OC(NC1=CC=C2C(=N1)C1(C(OC2=O)C)CC1)=O (7'-methyl-5'-oxo-5'H,7'H-spiro[cyclopropane-1,8'-pyrano[4,3-b]pyridin]-2'-yl)carbamic acid tert-butyl ester